CCSCC 2-ethyl sulfide